FC1=C(C=C(C=C1)F)[C@@H]1NOCC1 (R)-3-(2,5-difluorophenyl)isoxazolidine